FC1(CC1)C(C)=O 1-(1-fluoro-cyclopropyl)-ethanone